C(C=C)N1C(C2(OC(C3=CC=CC=C3C2)=O)C2=CC=CC=C12)=O 1-allyl-spiro[indoline-3,3'-isochromane]-1',2-dione